2-methyl-5-benzothiazolol CC=1SC2=C(N1)C=C(C=C2)O